α,α-difluoro-6-(trifluoromethyl)-3-pyridinepropionic acid FC(C(=O)O)(CC=1C=NC(=CC1)C(F)(F)F)F